ClC1=C(N=CC=2NC[C@@H](N=C(C21)C2=C(C=CC=C2F)F)C)Cl (3S)-6,7-dichloro-5-(2,6-difluorophenyl)-3-methyl-1,3-dihydropyrido[3,4-e][1,4]diazepine